C(C=C)(=O)OC(CCCCCCC(C)C)O hydroxylisodecyl acrylate